OC1[C@@H](O)[C@H](O)[C@@H](O1)CO L-Xylofuranose